N-(5-bromo-2,3-dihydro-1H-inden-4-yl)pivaloyl-amide BrC=1C(=C2CCCC2=CC1)[N-]C(C(C)(C)C)=O